N1N=CC2=CC(=C(C=C12)N)N 1H-indazole-5,6-diamine